(R)-3-chloro-1-(3-fluorophenyl)propan ClCCCC1=CC(=CC=C1)F